(8-(((1R,4R)-4-aminocyclohexyl)amino)-3-chloro-6,7-dihydrospiro[cyclopenta[d]pyrazolo[1,5-a]pyrimidine-5,1'-cyclopropane]-6-yl)methanol hydrochloride Cl.NC1CCC(CC1)NC1=C2C(=NC=3N1N=CC3Cl)C3(CC3)C(C2)CO